ClC1=CC2=CC=C(C=C2C=C1)Cl 2,6-Dichloro-naphthalin